Tert-butyl 4-[3-(2,6-dibenzyloxy-3-pyridyl)-1-methyl-indazol-5-yl]-3,6-dihydro-2H-pyridine-1-carboxylate C(C1=CC=CC=C1)OC1=NC(=CC=C1C1=NN(C2=CC=C(C=C12)C=1CCN(CC1)C(=O)OC(C)(C)C)C)OCC1=CC=CC=C1